C(CCl)NC(=O)N(CCCl)N=O bis(chloroethyl)nitrosourea